BrC1=CC2=C(N=C(OC2=O)C)C=C1 6-Bromo-2-methyl-4H-benzo[d][1,3]oxazin-4-one